FCC(C)(C)NC(=O)C=1C=2C[C@@H]3[C@H](C2N(N1)C=1C=NC(=CC1)F)C3 (1aR,5aR)-2-(6-Fluoro-pyridin-3-yl)-1a,2,5,5a-tetrahydro-1H-2,3-diaza-cyclopropa[a]pentalene-4-carboxylic acid (2-fluoro-1,1-dimethylethyl)-amide